CC1=C(OC2=C(C=C(C=C2C1=O)C)[C@@H](C)OC=1C(=NC=CC1)C(=O)NOC)C1=CC2=CN(N=C2C=C1)C 3-[(1R)-1-[3,6-Dimethyl-2-(2-methylindazol-5-yl)-4-oxo-chromen-8-yl]ethoxy]-N-methoxy-pyridine-2-carboxamide